Methoxy-2-naphthylamine CONC1=CC2=CC=CC=C2C=C1